(S)-5-((dimethylamino)methyl)-2-(1-(6-fluoro-5-methoxypyridin-3-yl)ethyl)-7-((2-(methylamino)-1H-imidazol-1-yl)methyl)-3,4-dihydroisoquinolin-1(2H)-one CN(C)CC1=C2CCN(C(C2=CC(=C1)CN1C(=NC=C1)NC)=O)[C@@H](C)C=1C=NC(=C(C1)OC)F